BrC=1C=C(C(=O)O)C=C(C1CO)C#N 3-bromo-5-cyano-4-(hydroxymethyl)benzoic acid